FC1=CC(=C(CC2(C[C@@H]3[C@@H](CN(C3)CC(C3=NC=C(C=C3)O)O)C2)O)C=C1)C |r| rac-(3aR,5r,6aS)-5-(4-fluoro-2-methylbenzyl)-2-(2-hydroxy-2-(5-hydroxypyridin-2-yl)ethyl)octahydrocyclopenta[c]pyrrol-5-ol